C(C)(C)(C)OC(NCCOCCOCCOCC(=O)O)=O 5,8,11-trioxa-2-aza-tridecanedioic acid-1-tert-butyl ester